N-(3-(2-(4-Chlorophenyl)propan-2-yl)-1H-pyrazol-5-yl)-5-(2-(methylsulfonyl)propan-2-yl)benzo[b]thiophen-2-carboxamid ClC1=CC=C(C=C1)C(C)(C)C1=NNC(=C1)NC(=O)C1=CC2=C(S1)C=CC(=C2)C(C)(C)S(=O)(=O)C